8-(8-chloro-1-((2S,4S)-2-(cyanomethyl)piperidin-4-yl)-6-fluoro-4-((S)-1-((S)-1-methylpyrrolidin-2-yl)ethoxy)-1H-[1,2,3]triazolo[4,5-c]quinolin-7-yl)-1-naphthonitrile ClC1=CC=2C3=C(C(=NC2C(=C1C=1C=CC=C2C=CC=C(C12)C#N)F)O[C@@H](C)[C@H]1N(CCC1)C)N=NN3[C@@H]3C[C@H](NCC3)CC#N